(R)-3-(6-(3-methyl-1H-pyrrolo[2,3-b]pyridin-5-yl)-2-((R)-3-methylmorpholine-4-carbonyl)-1,2,3,4-tetrahydroisoquinolin-8-yl)morpholine-4-carboxylic acid tert-butyl ester C(C)(C)(C)OC(=O)N1[C@@H](COCC1)C=1C=C(C=C2CCN(CC12)C(=O)N1[C@@H](COCC1)C)C=1C=C2C(=NC1)NC=C2C